C(CCCCCCCCCCCCCCC(C)C)(=O)OCC(CCCCCCC)CCCCC 2-pentyl-1-nonyl isostearate